3-bromo-7-[(5'S,7a'R)-3'-oxo-5'-phenyltetrahydro-1H,3'H-spiro[piperidine-4,2'-pyrrolo[2,1-b][1,3]oxazol]-1-yl]pyrazolo[1,5-a]pyridine-4-carbonitrile BrC=1C=NN2C1C(=CC=C2N2CCC1(C(N3[C@H](O1)CC[C@H]3C3=CC=CC=C3)=O)CC2)C#N